6-((7-methoxy-3,4-dihydroisoquinolin-2(1H)-yl)methyl)-2-(3-(3-((4-methyl-4H-1,2,4-triazol-3-yl)methyl)oxetan-3-yl)phenyl)-4-(trifluoromethyl)isoindolin-1-one COC1=CC=C2CCN(CC2=C1)CC1=CC(=C2CN(C(C2=C1)=O)C1=CC(=CC=C1)C1(COC1)CC1=NN=CN1C)C(F)(F)F